(E)-4-(trifluoromethyl)pyridazin-3-one FC(C=1C(NN=CC1)=O)(F)F